(S)-(7-(1-(5-(tert-butylsulfonyl)-5-azaspiro[3.4]octan-7-yl)-6-chloro-1,2,3,4-tetrahydroquinolin-8-yl)thieno[3,2-b]pyridin-2-yl)methanol C(C)(C)(C)S(=O)(=O)N1C2(CCC2)C[C@@H](C1)N1CCCC2=CC(=CC(=C12)C1=C2C(=NC=C1)C=C(S2)CO)Cl